2-(methyl-d3)propan-2-yl-1,1,1,3,3,3-d6 4-((2-oxopropanoyl-1-13C)oxy)but-2-ynoate O=C([13C](=O)OCC#CC(=O)OC(C([2H])([2H])[2H])(C([2H])([2H])[2H])C([2H])([2H])[2H])C